(S)-3-methyl-5-(trifluoromethyl)-2-(2-(3-(trifluoromethyl)-5,6,7,8-tetrahydro-[1,2,4]triazolo[4,3-a]pyridin-6-yl)-2H-pyrazolo[3,4-b]pyridin-6-yl)phenol CC=1C(=C(C=C(C1)C(F)(F)F)O)C=1C=CC=2C(N1)=NN(C2)[C@H]2CCC=1N(C2)C(=NN1)C(F)(F)F